N,N-bis(2-hydroxypropyl)-2-furancarboxamide OC(CN(C(=O)C=1OC=CC1)CC(C)O)C